quercetin-cinnamate O1C(=C(O)C(=O)C=2C(O)=C(C(O)=CC12)C1=CC=CC=C1C=CC(=O)[O-])C1=CC(O)=C(O)C=C1